N-(6-((3-(1-isopropyl-3,3-dimethyl-2,3,3a,6-tetrahydro-1H-pyrrolo[2,3-c]pyridin-5-yl)-1,2,4-thiadiazol-5-yl)amino)-5-(trifluoromethyl)pyridin-3-yl)-N-methylacetamide C(C)(C)N1CC(C2C1=CNC(=C2)C2=NSC(=N2)NC2=C(C=C(C=N2)N(C(C)=O)C)C(F)(F)F)(C)C